2-Acetyl-10-chloro-1,2,3,4-tetrahydrobenzo[b][1,6]naphthyridine-7-carboxylic acid methyl ester COC(=O)C=1C=CC=2C(=NC=3CCN(CC3C2Cl)C(C)=O)C1